5-methyl-N-(oxetan-3-yl)pyrazoline gold-nickel-titanium [Ti].[Ni].[Au].CC1C=CNN1C1COC1